ClC=1C=C2C(=NC1OC)C(=C(N2)C2=NN=C(N2)C(COC)(F)F)C=2C=NNC2 6-chloro-2-(5-(1,1-difluoro-2-methoxyethyl)-4H-1,2,4-triazol-3-yl)-5-methoxy-3-(1H-pyrazol-4-yl)-1H-pyrrolo[3,2-b]pyridine